OC(CCCCCCCCCCCC(=O)O)CC 13-Hydroxy-pentadecanoic acid